ClC1=CC(=C(C=C1)C[C@H](C)N)OC (S)-1-(4-chloro-2-methoxyphenyl)propan-2-amine